1-(1-Benzylpiperidin-4-yl)dihydropyrimidine-2,4(1H,3H)-dione C(C1=CC=CC=C1)N1CCC(CC1)N1C(NC(CC1)=O)=O